β-aminoethylimidazole C1=C(NC=N1)CCN